2-HYDROXY-6-ISOPROPYLBENZALDEHYDE OC1=C(C=O)C(=CC=C1)C(C)C